cis-5-(3-(1-methyl-1H-pyrazole-5-carboxamido)-1H-pyrazol-5-yl)tetrahydrofuran-3-yl(4-nitrophenyl) carbonate C(OC1=C(C=C(C=C1)[N+](=O)[O-])[C@@H]1CO[C@@H](C1)C1=CC(=NN1)NC(=O)C1=CC=NN1C)([O-])=O